N1(CCNCC1)CCN1C(C=CC1=O)=O N-(2-piperazinylethyl)maleimide